1-cyclopropylindazol-5-amine C1(CC1)N1N=CC2=CC(=CC=C12)N